NCC=1C=C(C=CC1)N1N=C(C=C1C(=O)NC1=CC(=CC=C1)[C@](CCC1CC1)(C=1C=NC=CC1)O)C(F)(F)F |r| rac-1-(3-(aminomethyl)phenyl)-N-(3-(3-cyclopropyl-1-hydroxy-1-(pyridin-3-yl)propyl)phenyl)-3-(trifluoromethyl)-1H-pyrazole-5-carboxamide